3-fluoro-N-(3-fluoro-4-(1,2,3,6-tetrahydropyridin-4-yl)phenyl)-4-(1,2,3,6-tetrahydropyridin-4-yl)benzamide bistrifluoroacetic acid salt FC(C(=O)O)(F)F.FC(C(=O)O)(F)F.FC=1C=C(C(=O)NC2=CC(=C(C=C2)C=2CCNCC2)F)C=CC1C=1CCNCC1